N1C=CC2=CC(=CC=C12)CNC1=NC2=C(N1C(CCC)=O)C=CC=C2 1-(2-(((1H-indol-5-yl)methyl)amino)-1H-benzo[d]Imidazol-1-yl)butan-1-one